C(C)(C)(C)OC(=O)N1C(=CC2=CC(=CC=C12)C(=O)OCC)B(O)O 1-(tert-butoxycarbonyl)-5-(ethoxycarbonyl)indol-2-ylboronic acid